C1(=CC=C2C=CC3=CC=CC4=CC=C1C2=C34)C(=O)O pyrenoic acid